10-([1,1'-biphenyl]-4-yl)acridine C1(=CC=C(C=C1)N1C=2C=CC=CC2CC2=CC=CC=C12)C1=CC=CC=C1